CC(C1=CC=CC=C1)[NH-] α-methylbenzyl-amide